FC(C=1C=C(C=CC1F)C=1C=NN(C1)CC1=NNC(=C1)CCC)F 3-[[4-[3-(Difluoromethyl)-4-fluoro-phenyl]pyrazol-1-yl]methyl]-5-propyl-1H-pyrazole